ClC1=CC=C(NC2=C(C=NC3=CC(=C(C=C23)NC(\C=C\C2=NC=CC=C2)=O)OCC)C#N)C=C1 (E)-N-(4-(4-chloroanilino)-3-cyano-7-ethoxyquinolin-6-yl)-3-(pyridin-2-yl)acrylamide